Tert-butyl (3S)-3-(6-cyanopyridazin-4-yl)isoxazolidine-2-carboxylate C(#N)C1=CC(=CN=N1)[C@H]1N(OCC1)C(=O)OC(C)(C)C